tungsten cis-oleate C(CCCCCCC\C=C/CCCCCCCC)(=O)[O-].[W+4].C(CCCCCCC\C=C/CCCCCCCC)(=O)[O-].C(CCCCCCC\C=C/CCCCCCCC)(=O)[O-].C(CCCCCCC\C=C/CCCCCCCC)(=O)[O-]